4-[6-(4,4-difluoro-1-methylcyclohexyl)-5-fluoropyridin-3-yl]Ethyl-2,4-dioxobutyrate FC1(CCC(CC1)(C)C1=C(C=C(C=N1)CCC(CC(C(=O)[O-])=O)=O)F)F